C(C)(C)(C)OC(=O)N[C@H](C(=O)N1N[C@@H](CCC1)C(=O)[O-])CC1=CC(=CC(=C1)O[Si](C(C)C)(C(C)C)C(C)C)B1OC(C(O1)(C)C)(C)C (S)-1-((S)-2-((tert-butoxycarbonyl)amino)-3-(3-(4,4,5,5-tetramethyl-1,3,2-dioxaborolan-2-yl)-5-((triisopropylsilyl)oxy)phenyl)propanoyl)hexahydropyridazine-3-carboxylate